C(CCC)C(C(=O)N)(C1=CC=C(C=C1)N(C)C)N1C(=NC2=C1C=CC=C2)C2=C(C(=CC=C2)OC)OC n-butyl-2-[2-(2,3-dimethoxy-phenyl)-benzoimidazol-1-yl]-2-(4-dimethylamino-phenyl)-acetamide